3-(3-fluorophenyl)-4H-chromen-4-one FC=1C=C(C=CC1)C1=COC2=CC=CC=C2C1=O